(E)-N'-benzylidene-2-(5-bromo-1H-indol-3-yl)thiazole-4-carbohydrazide C(/C1=CC=CC=C1)=N\NC(=O)C=1N=C(SC1)C1=CNC2=CC=C(C=C12)Br